2,4-dihydroxyl-butyric acid OC(C(=O)O)CCO